(4aS,6R)-6-(2,3-dichloro-6-hydroxyphenyl)-4-hydroxyhexahydro-1H-pyrrolo[1,2-c][1,3]oxazin-1-one ClC1=C(C(=CC=C1Cl)O)[C@H]1C[C@@H]2N(C(OCC2O)=O)C1